tert-butyl 9-(4-bromo-2-nitrophenyl)-3,9-diazaspiro[5.5]undecane-3-carboxylate BrC1=CC(=C(C=C1)N1CCC2(CCN(CC2)C(=O)OC(C)(C)C)CC1)[N+](=O)[O-]